C(C)(C)N1C(=NN=C1)C1=CC=CC(=N1)N1C(C2=CC(=CC=C2C1)SC)=O 2-(6-(4-isopropyl-4H-1,2,4-triazol-3-yl)pyridin-2-yl)-6-(methylthio)isoindolin-1-one